4,4'-dicarboxy-2,2'-bipyridine C(=O)(O)C1=CC(=NC=C1)C1=NC=CC(=C1)C(=O)O